4-(4-(1-cyclopropoxy-1-phenyl-2-((tetrahydro-2H-pyran-2-yl)oxy)ethyl)-2-(4-ethynylpiperidin-1-yl)quinazoline-6-yl)-6-methyl-1,6-dihydro-7H-pyrrolo[2,3-c]pyridin-7-one C1(CC1)OC(COC1OCCCC1)(C1=CC=CC=C1)C1=NC(=NC2=CC=C(C=C12)C=1C2=C(C(N(C1)C)=O)NC=C2)N2CCC(CC2)C#C